CNC(=O)C=1C=CC=2N(C3=CC(=CC=C3C2C1)C)C1=CC=C(C=C1)C(F)(F)F N,7-dimethyl-9-[4-(trifluoromethyl)phenyl]-9H-carbazole-3-carboxamide